7-((1S)-1-(2R,4S)-(2-(aminomethyl)-6-oxo-5-oxa-7-azaspiro[3.4]oct-7-yl)ethyl)-3-(3-fluoro-4-((methylsulfonyl)methyl)phenyl)-1H-indole-2-carboxylic acid NCC1CC2(C1)OC(N(C2)[C@@H](C)C=2C=CC=C1C(=C(NC21)C(=O)O)C2=CC(=C(C=C2)CS(=O)(=O)C)F)=O